FC(OC1=CC=C(C=C1)C1=CC(=NC(=N1)C=1C=NC=CC1)C(=O)N[C@H]1CCC2=NC=CC=C21)(F)F (S)-6-(4-trifluoromethoxyphenyl)-N-((S)-6,7-dihydro-5H-cyclopenta[B]pyridin-5-yl)-2-(3-pyridinyl)pyrimidine-4-carboxamide